FC1=CC(=CC2=CN(N=C12)C)N1N=C2C(=C1)SC(=C2)C2CCNCC2 7-fluoro-2-methyl-5-[5-(piperidin-4-yl)thieno[3,2-c]pyrazol-2-yl]indazole